N(C1=CC=CC=C1)C1=C(NC2=C1C(NC(C2)(C)C)=O)C2=CC(=NC=C2)NC(C(CNC(OC(C)(C)C)=O)C2=CC=C(C=C2)F)=O Tert-butyl [3-{[4-(3-anilino-6,6-dimethyl-4-oxo-4,5,6,7-tetrahydro-1H-pyrrolo[3,2-c]pyridin-2-yl)pyridin-2-yl]amino}-2-(4-fluorophenyl)-3-oxopropyl]carbamate